[Br-].OC1=CC(=CC=2C(C3=CC=CC(=C3C(C12)=O)O)=O)C(=O)OCCCC1=CC=[N+](C=C1)CC1=CC=C(C=C1)F (4-(3-((4,5-dihydroxy-9,10-dioxo-9,10-dihydroanthracene-2-carbonyl)oxy)propyl)-1-(4-fluorobenzyl)pyridin-1-ium) bromide salt